(S)-(1-((3-azaspiro[5.5]undecan-9-yl)methyl)pyrrol-2-yl)methanol C1CNCCC12CCC(CC2)CN2C(=CC=C2)CO